1-(3-(4-chloro-3-(2,2-difluoroethyl)-1H-pyrrolo[2,3-b]pyridin-5-yl)phenyl)-4-(2-methoxyacetyl)piperazin-2-one ClC1=C2C(=NC=C1C=1C=C(C=CC1)N1C(CN(CC1)C(COC)=O)=O)NC=C2CC(F)F